1-(6-(4,4-difluorocyclohexyl)-5-fluoropyridin-3-yl)-1H-pyrazole-4-carboxylic acid FC1(CCC(CC1)C1=C(C=C(C=N1)N1N=CC(=C1)C(=O)O)F)F